C(C)C1=CC=C2C=NN(C2=C1NS(=O)(=O)C=1C=CC(=NC1)C1=CC=NC=C1)C N-(6-ETHYL-1-METHYL-1H-INDAZOL-7-YL)-[2,4'-BIPYRIDINE]-5-SULFONAMIDE